5-(3-chloroimidazo[1,2-b]pyridazin-6-yl)-N-((1-fluorocyclobutyl)methyl)-7H-pyrrolo[2,3-d]pyrimidin-2-amine ClC1=CN=C2N1N=C(C=C2)C2=CNC=1N=C(N=CC12)NCC1(CCC1)F